5-(aminomethyl)-N-((1r,4r)-4-methoxycyclohexyl)pyrimidin-2-amine NCC=1C=NC(=NC1)NC1CCC(CC1)OC